5,5-difluoro-3a-methyl-2-phenylhexahydrobenzo[d][1,3]dioxole FC1(CC2(C(OC(O2)C2=CC=CC=C2)CC1)C)F